C(CCC)(=O)OOC(C)(C)CC tertamyl peroxy-n-butyrate